ammonium 2-({4-[(2R)-2-(4-chloro-2-fluorophenyl)-2-methyl-1,3-benzodioxol-4-yl] piperidin-1-yl} methyl)-1-[(2S)-oxetan-2-ylmethyl]-1H-benzimidazole-6-carboxylate ClC1=CC(=C(C=C1)[C@]1(OC2=C(O1)C=CC=C2C2CCN(CC2)CC2=NC1=C(N2C[C@H]2OCC2)C=C(C=C1)C(=O)[O-])C)F.[NH4+]